BrC=1C=C(C=C(C1)C=1C(=CC=CC1)N)C=1C(=CC=CC1)N 5'-bromo-[1,1':3',1''-terphenyl]-2,2''-diamine